C(C)(=O)OC(OC(C)=O)[SiH2]C=1SC=CC1 Diacetyloxymethylthienyl-silane